(2-Ethoxy-4-{6-[2-(6-fluoro-2,7-dimethyl-benzo[b]thiophen-3-yl)-ethylamino]-pyrimidin-4-yl}-phenyl)-acetic acid C(C)OC1=C(C=CC(=C1)C1=NC=NC(=C1)NCCC=1C2=C(SC1C)C(=C(C=C2)F)C)CC(=O)O